8-hydroxy-11,12-epoxy-5,9,14-icosatrienoic acid OC(CC=CCCCC(=O)O)C=CC1C(CC=CCCCCC)O1